2-[6-(5-chloro-2-{[(2S)-1-hydroxypropan-2-yl]amino}pyrimidin-4-yl)-1-oxo-2,3-dihydro-1H-isoindol-2-yl]-N-[(R)-1-(2-fluoro-5-methoxyphenyl)ethyl]acetamide ClC=1C(=NC(=NC1)N[C@H](CO)C)C1=CC=C2CN(C(C2=C1)=O)CC(=O)N[C@H](C)C1=C(C=CC(=C1)OC)F